C[C@]([C@H]1C[C@@]23CC[C@@]1([C@H]4[C@@]25CC[NH+]([C@@H]3CC6=C5C(=C(C=C6)O)O4)CC7CC7)OC)(C(C)(C)C)O.[Cl-] The molecule is the hydrochloride salt of buprenorphine. It has a role as an opioid analgesic, a mu-opioid receptor agonist, a kappa-opioid receptor agonist and a delta-opioid receptor antagonist. It contains a buprenorphine.